2-chloro-N1-(3-fluoro-5-methylphenyl)-5-methylbenzene-1,3-diamine ClC1=C(C=C(C=C1N)C)NC1=CC(=CC(=C1)C)F